P(=O)(O)(O)OC[C@@H]1[C@H]([C@H](C(O1)NC=1C(C(=O)O)=CC=CC1)O)O N-(5'-phosphoribosyl)-anthranilic acid